ClC1=NC(=C(C(=C1C1=NOC(=N1)C1=CC(=C(C(=C1)[N+](=O)[O-])O)OC)C)Cl)C 4-(3-(2,5-dichloro-4,6-dimethylpyridin-3-yl)-1,2,4-oxadiazol-5-yl)-2-methoxy-6-nitrophenol